tert-butyl [4-(1,3-dimethyl-1H-pyrazol-4-yl)-4-oxobutyl]carbamate CN1N=C(C(=C1)C(CCCNC(OC(C)(C)C)=O)=O)C